CON=C1C2CCC(C2)C12CC(CC2)=O rac-3-(methoxyimino)spiro[bicyclo[2.2.1]heptane-2,1'-cyclopentan]-3'-one